2-(methylsulfanyl)-N-[(3-nitrophenyl)methyl]-8-(propan-2-yl)pyrazolo[1,5-A][1,3,5]triazin-4-amine CSC1=NC=2N(C(=N1)NCC1=CC(=CC=C1)[N+](=O)[O-])N=CC2C(C)C